FC=1C=CC(=NC1)NC1=CC2=C(N=C(S2)N2C(C3C4C=CC(C3C2=O)C4)=O)C=C1 4-[6-[(5-fluoro-2-pyridinyl)amino]-1,3-benzothiazol-2-yl]-4-azatricyclo[5.2.1.02,6]dec-8-ene-3,5-dione